(S)-4-((2-(3,5-dimethyl-1H-pyrazol-1-yl)ethyl)(4-(5,6,7,8-tetrahydro-1,8-naphthyridin-2-yl)butyl)amino)-2-(pyrimidin-4-ylamino)butanoic acid CC1=NN(C(=C1)C)CCN(CC[C@@H](C(=O)O)NC1=NC=NC=C1)CCCCC1=NC=2NCCCC2C=C1